C(C1=CC=CC=C1)(=O)O.FC(C(C(C(C(C(C(C(C(C(C(F)(F)F)(F)F)(F)F)(F)F)(F)F)(F)F)(F)F)(F)F)(F)F)(F)F)([Na])F perfluoroundecyl-sodium benzoate